OC1=C2C=CC(OC2=CC(=C1C(\C=C\C1=CC(=C(C(=C1)OC)OC)OC)=O)OC)(C)C (E)-1-(5-hydroxy-7-methoxy-2,2-dimethyl-2H-chromen-6-yl)-3-(3,4,5-trimethoxyphenyl)prop-2-en-1-one